C(#N)C(CN1C(C=2C=NC=C(C2C1)C=1C=C2C(=NN(C2=CC1)C(=O)OC(C)(C)C)C1CC1)=O)=C tert-butyl 5-[2-(2-cyano-2-methylideneethyl)-3-oxo-1H,2H,3H-pyrrolo[3,4-c]pyridin-7-yl]-3-cyclopropyl-1H-indazole-1-carboxylate